C(C)C1(CC(=NO1)C1=CC=CC=C1)C(=O)N[C@@H](CC(C)C)B1O[C@@]2([C@H](O1)C[C@H]1C([C@@H]2C1)(C)C)C 5-ethyl-N-((R)-3-methyl-1-((3aS,4S,6S,7aR)-3a,5,5-trimethylhexahydro-4,6-methanobenzo[d][1,3,2]dioxaborol-2-yl)butyl)-3-phenyl-4,5-dihydroisoxazol-5-carboxamide